C(C)(C)(C)OC(=O)N1C[C@H]2OC3=CC=CC(C4=CC=CC5=NN(C(CCCNC([C@@H]1C2)=O)=C45)C)=C3 (8S,11S)-18-methyl-12-oxo-7-oxa-10,13,18,19-tetraazapentacyclo[15.6.1.12,6.18,11.020,24]hexacosane-1(23),2(26),3,5,17(24),19,21-heptaene-10-carboxylic acid tert-butyl ester